OC1=C(CC=2C=C3C=CNC3=CC2)C=C(C=C1)C 5-(2-hydroxy-5-methylbenzyl)-1H-indol